methyl-naphthalene lithium salt [Li].CC1=CC=CC2=CC=CC=C12